(2R)-N-(3-{2-[(3-ethoxy-1-methyl-1H-pyrazol-4-yl)amino]-5-fluoropyrimidin-4-yl}-1H-indol-7-yl)-2-(4-ethylpiperazin-1-yl)propanamide C(C)OC1=NN(C=C1NC1=NC=C(C(=N1)C1=CNC2=C(C=CC=C12)NC([C@@H](C)N1CCN(CC1)CC)=O)F)C